(S)-3-(3-(hydroxymethyl)-4-methylphenyl)-2,2-dimethyl-3-(8-methyl-3-(trifluoromethyl)-[1,2,4]triazolo[4,3-a]pyridine-7-yl)propanoate OCC=1C=C(C=CC1C)[C@H](C(C(=O)[O-])(C)C)C1=C(C=2N(C=C1)C(=NN2)C(F)(F)F)C